3-({[6-(2-phenylethoxy)-1,2,3,4-tetrahydronaphthalen-1-yl]methyl}amino)pyridine-4-carboxylic acid C1(=CC=CC=C1)CCOC=1C=C2CCCC(C2=CC1)CNC=1C=NC=CC1C(=O)O